2-[2-[(3-hydroxyphenyl)methylcarbamoyl]indan-2-yl]acetic acid OC=1C=C(C=CC1)CNC(=O)C1(CC2=CC=CC=C2C1)CC(=O)O